1,3,5-tris(pyridin-4-yl)benzene N1=CC=C(C=C1)C1=CC(=CC(=C1)C1=CC=NC=C1)C1=CC=NC=C1